FC=1C=C2C(CCC2=CC1F)=O 5,6-difluoro-3-oxo-indan